BrCCCN1C(C2=CC=C3C=4C2=C(C1=O)C=CC4OC4=CC=C(C=C43)C4=C(C(=C(C(=C4F)F)F)F)F)=O 2-(3-bromopropyl)-9-(perfluorophenyl)-1H-xantheno[2,1,9-def]isoquinoline-1,3(2H)-dione